CN1C(CC(CC1(C)C)N1NN=C(C=C1)C1CC(N(C(C1)(C)C)C)(C)C)(C)C N-(1,2,2,6,6-pentamethyl-4-piperidyl)-1,2,2,6,6-pentamethyl-4-piperidyl-triazine